[Zn+2].[S-2].[V+5] vanadium sulfide zinc